1,1,1-Trifluoro-3-iodobutan FC(CC(C)I)(F)F